CC(C)(CCC[C@@H](C)[C@H]1CC[C@H]2[C@@H]3[C@@H](C=C4C[C@H](CC[C@]4(C)[C@H]3C[C@@H]([C@]12C)O)O)O)O cholest-5-ene-3β,7α,12α,25-tetrol